C(#C)C=1C=NC2=CC=C(C=C2C1)OC(C(=O)NC(C#C)(C)CO)SC 2-[(3-ethynyl-6-quinolinyl)oxy]-N-[1-(hydroxymethyl)-1-methyl-2-propyn-1-yl]-2-(methylthio)acetamide